N-(5-bromothiazol-2-yl)-1-methyl-6-oxo-1,6-dihydropyridine-3-carboxamide BrC1=CN=C(S1)NC(=O)C1=CN(C(C=C1)=O)C